CC(C(CCC=C)(CCC)CC)CCC(CCCC)C 6,9-dimethyl-5-ethyl-5-propyl-tridecene